2-amino-3-[4-(2,3-dimethylpyridine-4-yl)phenyl]propionic acid methyl ester COC(C(CC1=CC=C(C=C1)C1=C(C(=NC=C1)C)C)N)=O